C1(CC1)N1C=C(C2=CC=CC=C12)C1=NC(=NC=C1)NC1=C(C=C(C(=C1)[N+](=O)[O-])F)OC(F)F 4-(1-cyclopropyl-1H-indol-3-yl)-N-(2-(difluoromethoxy)-4-fluoro-5-nitrophenyl)pyrimidin-2-amine